C(C)(C)(C)OC(=O)N1CCC(CC1)C(CC(C)=O)=O.ClC1=C(C=C(C=C1C)O)C 4-chloro-1-hydroxy-3,5-dimethyl-benzene tert-Butyl-4-(3-oxobutanoyl)piperidine-1-carboxylate